N1(CCC1)C1=NC=C(C=N1)C(=O)NC1=C(C=CC(=C1)C(=O)N1CCC(CC1)(F)C1=CC=C(C=C1)C#N)C 2-(azetidin-1-yl)-N-(5-(4-(4-cyanophenyl)-4-fluoropiperidine-1-carbonyl)-2-methylphenyl)pyrimidine-5-carboxamide